(S)-ethyl 3-(7-chloro-3-(cyclopropylmethyl)-2-oxo-5-phenyl-2,3-dihydro-1H-benzo[e][1,4]diazepin-1-yl)propanoate ClC1=CC2=C(N(C([C@@H](N=C2C2=CC=CC=C2)CC2CC2)=O)CCC(=O)OCC)C=C1